CC(CO)(CO)CCC 2-methyl-2-propyl-1,3-propylene glycol